6-[3-(Difluoromethyl)-4-fluoro-phenyl]pyrazolo[3,4-b]pyrazin FC(C=1C=C(C=CC1F)C1=CN=C2C(=N1)NN=C2)F